4-cyano-2-fluorophenyl trifluoromethanesulfonate FC(S(=O)(=O)OC1=C(C=C(C=C1)C#N)F)(F)F